O1CC(C1)C1=NNC(=N1)C1CC2(CN(C2)C(=O)N2CC3(C2)CC(C3)CC=3C=CC(=C(C#N)C3)C(F)(F)F)C1 5-[[2-[6-[3-(oxetan-3-yl)-1H-1,2,4-triazol-5-yl]-2-azaspiro[3.3]heptane-2-carbonyl]-2-azaspiro[3.3]heptan-6-yl]methyl]-2-(trifluoromethyl)benzonitrile